BrC=1C=C(C=CC1)CC1=NN=CN1C 3-[(3-bromophenyl)methyl]-4-methyl-4H-1,2,4-triazole